methylphosphonic acid di(1-methylheptyl) ester CC(CCCCCC)OP(OC(CCCCCC)C)(=O)C